FC=1C(=CC(=NC1)OC)C1=CC(=NN1C1OCCCC1)C(=O)N1CCC(CC1)C(=O)OC methyl 1-[5-(5-fluoro-2-methoxypyridin-4-yl)-1-(oxan-2-yl)pyrazole-3-carbonyl]piperidine-4-carboxylate